FC1=CC=C(C=C1)C(C1CCN(CC1)C(=O)N1C[C@@H]2[C@H](OCC(N2)=O)CC1)C1=CC=C(C=C1)F (-)-trans-6-[4-[Bis(4-fluorophenyl)methyl]piperidine-1-carbonyl]-4,4a,5,7,8,8a-hexahydropyrido[4,3-b][1,4]oxazin-3-one